(1s,2s)-(+)-trans-1-amino-2-indanol C1[C@@H]([C@H](C2=CC=CC=C21)N)O